2-(1-(2-methylbutanoyl)piperidin-2-yl)-4-(p-tolyl)-1H-imidazol CC(C(=O)N1C(CCCC1)C=1NC=C(N1)C1=CC=C(C=C1)C)CC